CN(C1=CC=C(C=C1)N1C(=C(C2=C(C(=CC=C12)O)CN1CCCC1)C(C)=O)C)C (1-(4-(dimethylamino)phenyl)-5-hydroxy-2-methyl-4-(pyrrolidin-1-ylmethyl)-1H-indol-3-yl)ethan-1-one